[Pd].C(CCC)P(CCCC)CCCC.C(CCC)P(CCCC)CCCC ditri-butylphosphine palladium